C1(=CC=CC=C1)[N+]1=C(C=CC=C1)C1=CC=CC=C1 1,2-diphenylpyridinium